CN(CCCC(=O)OC(CCC(=O)OCC(COC(CCC1CCC(CC1)C)=O)(COC(CCC1CCC(CC1)C)=O)C)CCC(=O)OCC(COC(CCC1CCC(CC1)C)=O)(COC(CCC1CCC(CC1)C)=O)C)C Bis(2-methyl-3-((3-(4-methylcyclohexyl)propanoyl)oxy)-2-(((3-(4-methylcyclohexyl)propanoyl)oxy)methyl)propyl) 4-((4-(dimethylamino)butanoyl) oxy)heptanedioate